C(C)(C)[Si](OCC)(OCC)OCC iso-propyl-triethoxysilane